C(C)(C)(C)N1N=C(C(=C1Cl)C=O)COC 1-TERT-BUTYL-5-CHLORO-3-(METHOXYMETHYL)-1H-PYRAZOLE-4-CARBALDEHYDE